zinc-titanium-iron dihydrate O.O.[Fe].[Ti].[Zn]